3-(3-trifluoromethylphenyl)-1,1-dimethyl-urea FC(C=1C=C(C=CC1)NC(N(C)C)=O)(F)F